3-Methylpyrrolo[1,2-a]pyrazine CC=1N=CC=2N(C1)C=CC2